ClCCOCCOCC 1-(2-chloroethoxy)-2-ethoxyethane